C(C)/C(/CO)=C/CC1C(C(=CC1)C)(C)C (Z)-2-ethyl-4-(2,2,3-trimethylcyclopent-3-en-1-yl)but-2-en-1-ol